FC(C=1C=NC(=NC1)N1CC(C1)CC=O)(F)F 2-[1-(5-trifluoromethyl-pyrimidin-2-yl)-azetidin-3-yl]-ethanone